3-benzoyl-5,7-di(methoxyethoxy)coumarin C(C1=CC=CC=C1)(=O)C=1C(OC2=CC(=CC(=C2C1)OCCOC)OCCOC)=O